COC(=O)C1CN(C1)CC=1COC2=CC(=CC=C2C1)OCC1=CC2=C(N(N=C2C=C1)CCC)Cl 1-[7-(3-chloro-2-propyl-2H-indazol-5-ylmethoxy)-2H-chromen-3-ylmethyl]-azetidine-3-carboxylic acid methyl ester